(S)-2-amino-3-methylbutan-1-ol hydrochloride Cl.N[C@H](CO)C(C)C